N1C(=NC2=C1C=CC=C2)[C@@H](N2C(C1=CC(=CC=C1C2)C2=CC=C(C=C2)C2CCN(CC2)C)=O)C2=C(C=CC(=C2)F)O 2-[(S)-1H-benzimidazol-2-yl-(5-fluoro-2-hydroxy-phenyl)methyl]-6-[4-(1-methyl-4-piperidinyl)phenyl]isoindolin-1-one